ClC1=C(C[C@@H]2[C@H](OC(O2)(C)C)CCO[Si](C)(C)C(C)(C)C)C=CC=C1 (2-((4R,5R)-5-(2-chlorobenzyl)-2,2-dimethyl-1,3-dioxolan-4-yl)ethoxy)t-butyldimethylsilane